5-(3-chloroimidazo[1,2-a]pyrimidin-6-yl)-N-(trans-3-(methoxymethyl)cyclobutyl)pyrrolo[2,1-f][1,2,4]triazin-2-amine ClC1=CN=C2N1C=C(C=N2)C=2C=CN1N=C(N=CC12)N[C@@H]1C[C@H](C1)COC